(4-amino-7-fluoroimidazo[1,5-a]quinoxalin-8-yl)((4aS,9aR)-7-bromo-8-fluoro-2,3,9,9a-tetrahydroindeno[2,1-b][1,4]oxazin-4(4aH)-yl)methanone NC=1C=2N(C3=CC(=C(C=C3N1)F)C(=O)N1[C@@H]3[C@H](OCC1)CC=1C(=C(C=CC13)Br)F)C=NC2